FC(C(=O)NC1CN(CC1)C1CC2=C(N(N=C2CC1)C1=NC=CC=C1)O)(F)F 2,2,2-trifluoro-N-(1-(3-hydroxy-2-(pyridin-2-yl)-4,5,6,7-tetrahydro-2H-indazole-5-yl)pyrrolidin-3-yl)acetamide